1-vinyl-3-propylimidazole hydrogensulfate S(=O)(=O)(O)O.C(=C)N1CN(C=C1)CCC